1,6-bis(vinylthio)naphthalene C(=C)SC1=CC=CC2=CC(=CC=C12)SC=C